NC1=NN2C(C=C(C=C2)C=2C(=C(OCCC(C(C)(O)C3=CC=C(C=C3)F)F)C(=CC2)C(F)(F)F)F)=N1 5-(3-(2-amino-[1,2,4]triazolo[1,5-a]pyridin-7-yl)-2-fluoro-6-(trifluoromethyl)phenoxy)-3-fluoro-2-(4-fluorophenyl)pentan-2-ol